N-(9,9-dimethyl-3-nitro-9H-fluoren-2-yl)acetamide CC1(C2=CC=CC=C2C=2C=C(C(=CC12)NC(C)=O)[N+](=O)[O-])C